4-amino-6-t-butyl-3-mercapto-1,2,4-triazin-5(4H)-one NN1C(=NN=C(C1=O)C(C)(C)C)S